O1C(CCC1)C(C)(C)C1OCCC1 di-(2-tetrahydrofuryl)propane